S(=O)(=O)([O-])[O-].C(C(=C)C)(=O)OCCNC(=O)NCCCCNC(=[NH2+])N.C(C(=C)C)(=O)OCCNC(=O)NCCCCNC(=[NH2+])N 4-[2-(methacryloyloxy)ethylaminocarbonylamino]butyl-guanidinium hemisulfate